CC1=NC=CC=C1N1C(C=CC=C1)=O 2'-methyl-2H-[1,3'-bipyridin]-2-one